N-Methoxy-N-methyl-6-(trifluoromethyl)nicotinamide CON(C(C1=CN=C(C=C1)C(F)(F)F)=O)C